O=C1N(C(C2=C(C=CC=C12)O)=O)C1C(NC(CC1)=O)=O 1,3-dioxo-2-(2,6-dioxopiperidin-3-yl)-4-hydroxyisoindoline